4-([1,2,4]triazolo[4,3-a]pyridin-3-yl)-1-(4-(3,4-dichlorophenyl)-5-(isopropylsulfanyl)thiazol-2-yl)-3-methyl-1H-pyrazole-5-carboxylic acid N=1N=C(N2C1C=CC=C2)C=2C(=NN(C2C(=O)O)C=2SC(=C(N2)C2=CC(=C(C=C2)Cl)Cl)SC(C)C)C